C[C@@H](C=C)[C@H]1[C@@H]2CC[C@H](CN1C(=O)OCC[Si](C)(C)C)N2C(=O)OC(C)(C)C 8-(tert-butyl) 3-(2-(trimethylsilyl)ethyl) (1S,2S,5R)-2-((S)-but-3-en-2-yl)-3,8-diazabicyclo[3.2.1]octane-3,8-dicarboxylate